BrC1=NC=C(N=C1C)Cl 2-Bromo-5-chloro-3-methylpyrazine